C12(CC3CC(CC(C1)C3)C2)CO Adamantanemethanol